(2R,3S,4S,5R,6R)-2-(hydroxymethyl)-6-(3-(4-methoxyphenyl)-3-methylbutoxy)tetrahydro-2H-pyran-3,4,5-triol OC[C@H]1O[C@H]([C@@H]([C@H]([C@@H]1O)O)O)OCCC(C)(C)C1=CC=C(C=C1)OC